P(O[Si](C)(C)C)(O[Si](C)(C)C)[O-].[Na+] sodium bis(trimethylsilyl) phosphite